2-((1r,4r)-4-((3-bromoimidazo[1,2-b]pyridazin-6-yl)amino)cyclohexyl)propan-2-ol BrC1=CN=C2N1N=C(C=C2)NC2CCC(CC2)C(C)(C)O